[2-(methoxymethoxy)-4-[1-methyl-4-(trifluoromethyl)imidazol-2-yl]phenyl]methanol COCOC1=C(C=CC(=C1)C=1N(C=C(N1)C(F)(F)F)C)CO